S1C(=NC2=C1C=CC=C2)NC(=O)C=2C=CC=C1CCN(CC21)C2=CC=C(C(=N2)C(=O)NS(=O)(=O)CCCCCC(=O)O)C=2C=NN(C2C)CC2CCCCC2 6-(N-(6-(8-(benzo[d]thiazol-2-ylcarbamoyl)-3,4-dihydroisoquinolin-2(1H)-yl)-3-(1-(cyclohexylmethyl)-5-methyl-1H-pyrazol-4-yl)picolinoyl)sulfamoyl)hexanoic acid